OB1OCC2=C1C=CC(=C2)C(=O)NC2=CC(=CC=C2)OC(F)(F)F 1-hydroxy-N-(3-(trifluoromethoxy)phenyl)-1,3-dihydrobenzo[c][1,2]oxaborole-5-carboxamide